ClC1=C(OC=2C=CC(=C(C(=O)NC3CC(C3)O)C2)O)C(=CC(=C1)N1N=C(C(NC1=O)=O)C(F)F)Cl 5-(2,6-dichloro-4-(6-(difluoromethyl)-3,5-dioxo-4,5-dihydro-1,2,4-triazin-2(3H)-yl)phenoxy)-2-hydroxy-N-((1r,3r)-3-hydroxycyclobutyl)benzamide